CC(=CC(=O)O)CCC(CC)C 3,6-dimethyl-2-octenoic acid